ClC1=CC2=C(C=N1)[C@H]1[C@@H](C2=O)[C@@H]1C(=O)OC(C)(C)C (5aR-6R-6aS)-tert-butyl 3-chloro-5-oxo-5,5a,6,6a-tetrahydrocyclopropa[4,5]cyclopenta-[1,2-c]pyridine-6-carboxylate